CC(=O)[C@H]1[C@@H](C[C@@]2([C@@]1(CC(=O)[C@@]3([C@H]2CC=C4[C@H]3C=C(C(=O)C4(C)C)O[C@H]5[C@@H]([C@H]([C@@H]([C@H](O5)CO)O)O)O)C)C)C)O The molecule is a triterpenoid saponin isolated from Machilus yaoshansis. It has a role as a plant metabolite. It is a beta-D-glucoside, a monosaccharide derivative, a triterpenoid saponin, a tetracyclic triterpenoid and a methyl ketone.